FC=1C=2N(C=C(C1)C=1N=C3N(C(N1)=O)C=C(C=C3C)N3C[C@@H](N(CC3)C(=O)OC(C)(C)C)C)C=C(N2)C tert-butyl (S)-4-(2-(8-fluoro-2-methylimidazo[1,2-a]pyridin-6-yl)-9-methyl-4-oxo-4H-pyrido[1,2-a][1,3,5]triazin-7-yl)-2-methylpiperazine-1-carboxylate